BrC1=C(C(=O)NN)C=C(C=C1)C#N 2-bromo-5-cyanobenzohydrazide